2-methacryloxy-n-butylthio-5-n-butylthio-1,3,4-thiadiazole C(C(=C)C)(=O)OC(CSC=1SC(=NN1)SCCCC)CC